(S)-ethyl(methyl)(2-{4-[(phenylcarbamoyl)oxy]-1H-indol-3-yl}ethyl)azanium C(C)[NH+](CCC1=CNC2=CC=CC(=C12)OC(NC1=CC=CC=C1)=O)C